C(C)(C)(C)C1=CC=C(C(=N1)S(=O)(=O)NC(=O)C1=NC2=CC=CC(=C2C=C1)N1N=C(C=C1)C)OC N-((6-(tert-butyl)-3-methoxypyridin-2-yl)sulfonyl)-5-(3-methyl-1H-pyrazol-1-yl)quinoline-2-carboxamide